C(C=CC)(=O)OCCC 3-propyl butenoate